4-chloro-3-{[(4-methoxyphenyl)methyl]sulfanyl}pyridine-2-carbaldehyde ClC1=C(C(=NC=C1)C=O)SCC1=CC=C(C=C1)OC